titanium silicon water O.[Si].[Ti]